C(C)C(C(=O)O)C1=C(C=CC=C1)OCC=1C=C(C2=C(C(=CO2)F)C1)C1=C(C(=NC=C1)CN)F.CNC1=C2NC=NC2=NC=N1 N6-methyl-adenine ethyl-2-(2-((7-(2-(aminomethyl)-3-fluoropyridin-4-yl)-3-fluorobenzofuran-5-yl)methoxy)phenyl)acetate